Racemic-N-(3-methyl-quinuclidin-3-yl)acetamide C[C@@]1(CN2CCC1CC2)NC(C)=O |r|